5-((4-(cyclohexylamino)-5-methylpyrimidin-2-yl)amino)benzo[c][1,2]oxaborole-1(3H)-ol C1(CCCCC1)NC1=NC(=NC=C1C)NC1=CC2=C(B(OC2)O)C=C1